diphenyl-phenylphosphonic acid C1(=CC=CC=C1)C=1C(=C(C=CC1)P(O)(O)=O)C1=CC=CC=C1